1-(4-bromo-3-fluoro-phenyl)piperidine-4-carbaldehyde BrC1=C(C=C(C=C1)N1CCC(CC1)C=O)F